3-cyclohexene-1,2-dicarboxylic acid anhydride C12C(C=CCC1)C(=O)OC2=O